N'-((3,3-dimethyl-1,2,3,5,6,7-hexahydrodicyclopenta[b,e]pyridin-8-yl)carbamoyl)-4-(hydroxymethyl)-2-(1,2,3-trihydroxypropan-2-yl)thiazole-5-sulfonimidamide CC1(CCC=2C1=NC1=C(C2NC(=O)N=S(=O)(N)C2=C(N=C(S2)C(CO)(CO)O)CO)CCC1)C